1-methoxy-2-((nona-2,6-dien-1-yl)oxy)benzene COC1=C(C=CC=C1)OCC=CCCC=CCC